[Cl-].[Cl-].C1=C(C=CC2=CC=CC=C12)C(=[Zr+2](C1=C(C(=CC=2C3=CC(=C(C=C3CC12)C1=CC=CC=C1)C(C)(C)C)C(C)(C)C)C1=CC=CC=C1)C1C=CC=C1)C1=CC2=CC=CC=C2C=C1 Bis(2-naphthyl)methylene(cyclopentadienyl)(2,7-diphenyl-3,6-di-tert-butylfluorenyl)zirconium dichloride